COC(C)(OC)C1CC(CCC1)(C)C 3-(1,1-Dimethoxy-ethyl)-1,1-dimethylcyclohexan